OC(C=1N(C=2C(=C3CC[C@@H](N(C3=CC2)C(=O)OC)C)N1)C1CC(CCC1)C(=O)O)C1=CC=CC=C1 3-((7S)-2-(hydroxy(phenyl)methyl)-6-(methoxycarbonyl)-7-methyl-6,7,8,9-tetrahydro-3H-imidazo[4,5-f]quinolin-3-yl)cyclohexane-1-carboxylic acid